Cl.CC1=NNC(=C1CCCOC=1C=C(C(=O)O)C=CC1F)C 3-(3-(3,5-dimethyl-1H-pyrazol-4-yl)propoxy)-4-fluorobenzoic acid hydrochloride